FC1=C(C=C(CC2(CC2)C(=O)N[C@@H]2[C@H](CNCC2)F)C=C1)C (4-fluoro-3-methylbenzyl)-N-((3S,4S)-3-fluoropiperidin-4-yl)cyclopropane-1-carboxamide